NCC1CCC(CC1)N1C2=NC(=NC=C2N=C1NC1=CC(=CC=C1)C(F)(F)F)NC(C)(C)C 9-((1s,4s)-4-(aminomethyl)cyclohexyl)-N2-tert-butyl-N8-(3-(trifluoromethyl)phenyl)-9H-purine-2,8-diamine